(1aR,6aR)-5-(carboxycarbonyl)-4-methyl-1,1a,6,6a-tetrahydrocyclopropa[b]pyrrolizine-3-carboxylic acid C(=O)(O)C(=O)C=1C(=C(N2[C@H]3[C@@H](CC12)C3)C(=O)O)C